ClC1=CC=C(N=N1)OCC1=C(N=NN1C1=CC=C(C=C1)C(F)F)C#N 5-(((6-Chloropyridazin-3-yl)oxy)methyl)-1-(4-(difluoromethyl)phenyl)-1H-1,2,3-triazole-4-carbonitrile